C(C)(=O)OC1=C2C(=CNC2=CC(=C1)F)CCNC 4-acetoxy-6-fluoro-3-(N-methylaminoethyl)indole